C(C)(C)(C)OC(=O)NCCCN(C(OC(C)(C)C)=O)CCC1=CC=C(C=C1)C(NC1=CC=C(C=C1)S(=O)(=O)N1CCN(CC1)C1=NC=C(C(=C1)C(F)(F)F)C)=O Tert-butyl N-[3-(tert-butoxycarbonylamino)propyl]-N-[2-[4-[[4-[4-[5-methyl-4-(trifluoromethyl)-2-pyridyl]piperazin-1-yl]sulfonylphenyl]carbamoyl]phenyl]ethyl]carbamate